ClC=1C=C(C=C(C1)Cl)C1=NC(=CC(=C1)CN1CCC(CC1)CNC(=O)NC)OC=1C=NC(=NC1)N1CCN(CC1)CCC(C)S(=O)(=O)C 1-((1-((2-(3,5-dichlorophenyl)-6-((2-(4-(3-(methylsulfonyl)butyl)piperazin-1-yl)pyrimidin-5-yl)oxy)pyridin-4-yl)methyl)piperidin-4-yl)methyl)-3-methylurea